C(CC)(=O)OC1(C2CCCC(CC1C)C2)CC.NCCCC[Si](O[Si](CCCCN)(C)C)(C)C 1,3-bis(4-aminobutyl) tetramethyldisiloxane 2-ethyl-3-methylbicyclo[3.3.1]nonan-2-yl propionate